C(C)OC(=O)C=1C=2C=CC(=NC2C=CC1)Cl 2-chloroquinoline-5-carboxylic acid ethyl ester